Cl.FC(C1=CC=C(C=N1)OC1CC(C1)N)(F)F (1r,3r)-3-((6-(trifluoromethyl)pyridin-3-yl)oxy)cyclobutane-1-amine hydrochloride